5-{4-[(piperidin-4-yl)methyl]piperazin-1-yl}pyrimidin N1CCC(CC1)CN1CCN(CC1)C=1C=NC=NC1